O[C@@]12[C@@H](CN(C1)C[C@H](O)C=1C=C3CC(NC3=CC1)=O)C[C@@H]([C@@H]2O)OC2=CC=CC=C2 5-((R)-2-((3aS,4S,5S,6aR)-3a,4-dihydroxy-5-phenoxyhexahydrocyclopenta[c]pyrrol-2(1H)-yl)-1-hydroxyethyl)indolin-2-one